C(C)(C)(C)OC(=O)N1C(CCCC1C)C N-(tert-butoxycarbonyl)-2,6-dimethyl-piperidine